ClC(C1=NC(=NO1)C1=CC(=C(CP(NC2=CC=C(C=C2)C)(=O)C)C=C1)F)(F)F P-(4-(5-(chlorodifluoromethyl)-1,2,4-oxadiazol-3-yl)-2-fluorobenzyl)-P-methyl-N-(p-tolyl)phosphinic amide